5-[(3,4-Dichlorophenyl)methylamino]-3-fluoro-1-[2-(2-hydroxyethoxy)ethyl]-6H-pyrazolo[4,3-d]pyrimidin-7-one ClC=1C=C(C=CC1Cl)CNC=1NC(C2=C(N1)C(=NN2CCOCCO)F)=O